[4,6-bis(4-fluorophenyl)-5-(2-methylsulfonylpyrimidin-4-yl)pyrazolo[3,4-b]pyridin-2-yl]propan FC1=CC=C(C=C1)C=1C=2C(N=C(C1C1=NC(=NC=C1)S(=O)(=O)C)C1=CC=C(C=C1)F)=NN(C2)CCC